C12CCCC(OC1)O2 6,8-dioxabicyclo[3.2.1]octane